(2-morpholinoethyl)benzofuran-4-carboxamide O1CCN(CC1)CCC=1OC=2C(C1)=C(C=CC2)C(=O)N